3-{4-[(2-cyclopropylethyl)[(1r,4r)-4-amino-4-methylcyclohexyl]amino]-1-oxo-3H-isoindol-2-yl}piperidine-2,6-dione C1(CC1)CCN(C1=C2CN(C(C2=CC=C1)=O)C1C(NC(CC1)=O)=O)C1CCC(CC1)(C)N